naphthalene-8(5H)-one C1=CC=CC=2CC=CC(C12)=O